7-bromo-2,9-dihydro-1H-spiro[8-oxa-2,4,10a-Triazanaphtho[2,1,8-cde]azulene-10,1'-cyclobutane]-1-one BrC1=CC=C2N=CC=3NC(N4C3C2=C1OCC41CCC1)=O